6-amino-N-[(1r,3s)-3-{[6-chloro-2-(trifluoromethyl)quinolin-4-yl]amino}cyclohexyl]pyridine-3-carboxamide tert-butyl-11-(2-oxa-6-azaspiro[3.3]heptan-6-yl)undecanoate C(C)(C)(C)OC(CCCCCCCCCCN1CC2(COC2)C1)=O.NC1=CC=C(C=N1)C(=O)N[C@H]1C[C@H](CCC1)NC1=CC(=NC2=CC=C(C=C12)Cl)C(F)(F)F